7-(2-(4,6-diphenyl-1,3,5-triazin-2-yl)pyridin-4-yl)-9,9-dimethyl-9H-fluorene-2-carbonitrile C1(=CC=CC=C1)C1=NC(=NC(=N1)C1=CC=CC=C1)C1=NC=CC(=C1)C1=CC=C2C=3C=CC(=CC3C(C2=C1)(C)C)C#N